CC1(C2=CC=CC(=C2OC=2C(=CC=CC12)P(C1=CC=CC=C1)C1=CC=CC2=CC=CC=C12)P(C1=CC=CC=C1)C1=CC=CC2=CC=CC=C12)C (1s,1'S)-(-)-(9,9-Dimethyl-9H-xanthene-4,5-diyl)bis(naphthalen-1-yl(phenyl)phosphine)